(R)-2-((4-chloro-2-fluorophenoxy)methyl)-4-(pyrrolidin-3-yl)pyridine ClC1=CC(=C(OCC2=NC=CC(=C2)[C@@H]2CNCC2)C=C1)F